N-((5-amino-3-cyano-6-methyl-1H-pyrrolo[3,2-b]pyridin-2-yl)methyl)benzamide NC1=C(C=C2C(=N1)C(=C(N2)CNC(C2=CC=CC=C2)=O)C#N)C